2-[1-[2-(4,4-dimethyl-1-piperidinyl)-3,6-dimethyl-4-oxo-chromen-8-yl]ethylamino]benzoic acid CC1(CCN(CC1)C=1OC2=C(C=C(C=C2C(C1C)=O)C)C(C)NC1=C(C(=O)O)C=CC=C1)C